5-methoxydopamine COC=1C(=C(C=C(CCN)C1)O)O